2-({2-chloro-4-fluoro-5-[3-methyl-2,6-dioxo-4-(trifluoromethyl)-3,6-dihydropyrimidine-1(2H)-yl]phenyl}sulfanyl)-3-methyl-N-(tetrahydrofuran-2-ylmethyl)butanamide ClC1=C(C=C(C(=C1)F)N1C(N(C(=CC1=O)C(F)(F)F)C)=O)SC(C(=O)NCC1OCCC1)C(C)C